FC1=C(C=CC(=C1)F)[C@H](C(F)(F)F)NC(=O)C=1C=C2CN(C(C2=CC1)=O)C1C(NC(CC1)=O)=O N-((R)-1-(2,4-difluorophenyl)-2,2,2-trifluoroethyl)-2-(2,6-dioxopiperidin-3-yl)-1-oxoisoindoline-5-carboxamide